BrC1=CC(=CC=2C=COC21)CCl 7-bromo-5-(chloromethyl)benzofuran